CNC(=O)C1=CNC2=C1N=CN=C2N2CCC(CC2)CP(OCC)(OCC)=O diethyl [1-[7-(methylcarbamoyl)-5H-pyrrolo[3,2-d]pyrimidin-4-yl]piperidin-4-yl]methylphosphonate